(R)-4-amino-N'-(tert-butyldimethylsilyl)-N-(cyclopropylmethyl)benzenesulfonimidamide NC1=CC=C(C=C1)[S@@](=O)(NCC1CC1)=N[Si](C)(C)C(C)(C)C